N-(3-Hydroxy-2,6-dimethyl-phenyl)-2-[[1-[2-(4-hydroxy-1-piperidyl)-2-oxo-ethyl]pyrazol-3-yl]amino]thiazole-5-carboxamide OC=1C(=C(C(=CC1)C)NC(=O)C1=CN=C(S1)NC1=NN(C=C1)CC(=O)N1CCC(CC1)O)C